6-chloro-3-[1-(2-ethylsulfanyl-6-fluoro-3-methyl-4-oxo-benzopyran-8-yl)ethylamino]pyridine-2-carboxylic acid tert-butyl ester C(C)(C)(C)OC(=O)C1=NC(=CC=C1NC(C)C1=CC(=CC=2C(C(=C(OC21)SCC)C)=O)F)Cl